2-(dimethylamino)vinyl 3-pyridyl ketone N1=CC(=CC=C1)C(=O)C=CN(C)C